CN(C=1C=C(CN2CC=3C(CC2)=NN(C3O)C3=NC=CC=C3)C=CC1)C 5-(3-(dimethylamino)benzyl)-2-(pyridin-2-yl)-4,5,6,7-tetrahydro-2H-pyrazolo[4,3-c]pyridin-3-ol